(RS)-N-(4-Pyrrolidin-3-yl-phenyl)-6-(2,2,2-trifluoroethoxy)-nicotinamid N1C[C@H](CC1)C1=CC=C(C=C1)NC(C1=CN=C(C=C1)OCC(F)(F)F)=O |r|